cyclohexane-1,4-diylbis(methylene)bis(1,3-dioxo-1,3-dihydroisobenzofuran-5-carboxylate) C1(CCC(CC1)CC1=C2C(OC(C2=CC=C1C(=O)[O-])=O)=O)CC1=C2C(OC(C2=CC=C1C(=O)[O-])=O)=O